3-butylimidazole tetrafluoroborate F[B-](F)(F)F.C(CCC)N1C=NC=C1